5-[[6-(difluoromethyl)pyridine-2-carbonyl]amino]-2-(3-hydroxy-3-methylbutyl)pyrazolo[1,5-a]pyridine-6-carboxylic acid FC(C1=CC=CC(=N1)C(=O)NC1=CC=2N(C=C1C(=O)O)N=C(C2)CCC(C)(C)O)F